tert-butyl 2-(1-(6-methoxypyrido[3,4-d]pyrimidin-4-yl)azetidin-3-yl)ethylcarbamate COC1=CC2=C(N=CN=C2N2CC(C2)CCNC(OC(C)(C)C)=O)C=N1